Methyl (2S)-3-amino-2-(3-methoxy-3-oxopropoxy)propanoate NC[C@@H](C(=O)OC)OCCC(=O)OC